3-chloro-5-((6-oxo-1-((6-oxo-5-(trifluoromethyl)-1,6-dihydropyridazin-3-yl)methyl)-4-(trifluoromethyl)-1,6-dihydropyrimidin-5-yl)oxy)benzonitrile ClC=1C=C(C#N)C=C(C1)OC1=C(N=CN(C1=O)CC1=NNC(C(=C1)C(F)(F)F)=O)C(F)(F)F